C(#C)C1=CC(=C(C=N1)C1=C(C2=C(N=CN=C2N)N1C)C1=CC(=C(C=C1)OC1=NC=CC(=N1)C)F)OC 6-(6-ethynyl-4-methoxypyridin-3-yl)-5-(3-fluoro-4-((4-methylpyrimidin-2-yl)oxy)phenyl)-7-methyl-7H-pyrrolo[2,3-d]pyrimidin-4-amine